C(CC(=O)O)(=O)O.CC(CO)(CO)C 2,2-dimethyl-1,3-propanediol malonate